C1(=CC(=CC=C1)NC=1C=C(C(=O)NCC=2OC(=CC2)C)C=CC1)C1=CC=CC=C1 3-({[1,1'-biphenyl]-3-yl}amino)-N-[(5-methylfuran-2-yl)methyl]benzamide